NC1=CC=CC(=N1)N1N=C(C(=C1)C=1C=C2CCNC(C2=CC1)=O)[N+](=O)[O-] 6-[1-(6-aminopyridin-2-yl)-3-nitropyrazol-4-yl]-3,4-dihydro-2H-isoquinolin-1-one